C(CC(O)(C(=O)OC(C)C)CC(=O)OC(C)C)(=O)OC(C)C triisopropyl citrate